The molecule is a member of the class of formamides that is cyclohexane substituted by a formamido group. It has a role as a mouse metabolite. It is a member of formamides and an alicyclic compound. It derives from a formamide. C1CCC(CC1)NC=O